methyl (S)-2-((6-((4-cyano-2-fluorobenzyl)oxy)-3',6'-dihydro-[2,4'-bipyridin]-1'(2'H)-yl)methyl)-1-(oxetan-2-ylmethyl)-1H-thieno[2,3-d]imidazole-5-carboxylate C(#N)C1=CC(=C(COC2=CC=CC(=N2)C=2CCN(CC2)CC=2N(C3=C(N2)SC(=C3)C(=O)OC)C[C@H]3OCC3)C=C1)F